COC=1C=C2C(=CC=NC2=CC1OC)OC1=CC=C(C=C1)[S@@](=O)(C)=N (S)-(4-((6,7-dimethoxyquinolin-4-yl)oxy)phenyl)(imino)(methyl)-λ6-sulfanone